C1(CCCCC1)N(C(CCN1C(=NC2=C1C=CC(=C2)OC)[C@@H]2CC[C@H](CC2)CC)=O)CC N-cyclohexyl-N-ethyl-3-[2-(trans-4-ethylcyclohexyl)-5-methoxy-1H-benzimidazol-1-yl]propanamide